NC1=CC(=C(C=C1)O)C 4-amino-2-methylphenol